(E)-N'-(4-chloro-3-iodopyridin-2-yl)-N-hydroxymethanimidamide ClC1=C(C(=NC=C1)/N=C/NO)I